Acryl-oxymethyl-methyldiethoxysilan C(=O)(C=C)OC[Si](OCC)(OCC)C